ClC1=NN(C=C1N(C(C=CSCCC(F)(F)F)=O)CC)C=1C=NC=CC1 N-[3-chloro-1-(3-pyridyl)-1H-pyrazol-4-yl]-N-ethyl-3-[(3,3,3-trifluoropropyl)thio]propenamide